CC1(CC1)C 1,1-Dimethylcyclopropan